1-((2,6-dihydroxy-5-nitropyrimidin-4-yl)methyl)-2,3-dihydro-1H-indene-1-carboxylic acid methyl ester COC(=O)C1(CCC2=CC=CC=C12)CC1=NC(=NC(=C1[N+](=O)[O-])O)O